1-[[2-[(2-aminopyrimidin-5-yl)methoxy]-5-chloro-4-[(1S)-4-(2-fluorophenyl)indan-1-yl]oxy-phenyl]methyl]piperidin-4-ol NC1=NC=C(C=N1)COC1=C(C=C(C(=C1)O[C@H]1CCC2=C(C=CC=C12)C1=C(C=CC=C1)F)Cl)CN1CCC(CC1)O